Phenylenebisbenzoxazole heptadecan-9-yl-8-((1-hydroxypropan-2-yl)(8-oxo-8-((4-pentylnonyl)oxy)octyl)amino)octanoate CCCCCCCCC(CCCCCCCC)OC(CCCCCCCN(CCCCCCCC(OCCCC(CCCCC)CCCCC)=O)C(CO)C)=O.C1(=C(C=CC=C1)C=1OC2=C(N1)C=CC=C2)C=2OC1=C(N2)C=CC=C1